COC(CC=CCC=O)=O 6-oxo-hex-3-enoic acid methyl ester